3-(4-(carboxymethyl)-2,5-dihydroxybenzoylamino)isonicotinic acid C(=O)(O)CC1=CC(=C(C(=O)NC2=C(C(=O)O)C=CN=C2)C=C1O)O